C(C1=CC=CC=C1)(=O)NC(=O)N BENZOYLUREA